1-benzyl-6-(1-(4-fluorophenyl)-6-methyl-1H-indazol-5-yl)piperazin-2-one C(C1=CC=CC=C1)N1C(CNCC1C=1C=C2C=NN(C2=CC1C)C1=CC=C(C=C1)F)=O